FC1=CC(=CC=2N(C(=NC21)N2C=C(C(=C2)CC(=O)OC)C(=O)OC)COCC[Si](C)(C)C)C(F)(F)F methyl 1-(4-fluoro-6-(trifluoromethyl)-1-((2-(trimethylsilyl)ethoxy)methyl)-1H-benzo[d]imidazol-2-yl)-4-(2-methoxy-2-oxoethyl)-1H-pyrrole-3-carboxylate